tert-butyl 4-(5-(3,3-difluorocyclobutyl)-1,2,4-oxadiazol-3-yl)-4-isopropylpiperidine-1-carboxylate FC1(CC(C1)C1=NC(=NO1)C1(CCN(CC1)C(=O)OC(C)(C)C)C(C)C)F